BrC=1C(=C(C=C(C1F)Cl)[C@@H](C(=O)O)C)OC(C)C (S)-2-(3-bromo-5-chloro-4-fluoro-2-isopropoxyphenyl)propanoic acid